The molecule is a tetrapeptide composed of L-alanyl, L-asparagyl, L-glutamyl, and L-serine residues joined in sequence. It has a role as a metabolite. It derives from a L-alanine, a L-asparagine, a L-glutamine and a L-serine. C[C@@H](C(=O)N[C@@H](CC(=O)N)C(=O)N[C@@H](CCC(=O)N)C(=O)N[C@@H](CO)C(=O)O)N